(R)-5-((1H-pyrrolo[2,3-b]pyridin-4-yl)thio)-2-(1-amino-8-azaspiro[4.5]decan-8-yl)-3-methylpyridin-4(3H)-one hydrochloride Cl.N1C=CC=2C1=NC=CC2SC=2C([C@@H](C(=NC2)N2CCC1(CCCC1N)CC2)C)=O